N1=CC=CC=C2C1=C1C=CC=CC1=N2 indolo-azepine